8-((2-Methoxy-5-methylpyridin-3-yl)sulfonyl)-N-(3-methyltetrahydrofuran-3-yl)-8-azaspiro[4.5]decan-2-amine COC1=NC=C(C=C1S(=O)(=O)N1CCC2(CCC(C2)NC2(COCC2)C)CC1)C